9-(3,3-Dimethylbutyl)-4-isopropyl-1-oxa-4,9-diazaspiro[5.5]undecan-3-on CC(CCN1CCC2(CN(C(CO2)=O)C(C)C)CC1)(C)C